2-(1-piperidinyl)-1,3-butadiene N1(CCCCC1)C(=C)C=C